(1R,4R)-4-(((5-fluoro-2-((1-isopropyl-3-methoxy-1H-pyrazol-4-yl)amino)pyrimidin-4-yl)oxy)methyl)cyclohexan-1-ol FC=1C(=NC(=NC1)NC=1C(=NN(C1)C(C)C)OC)OCC1CCC(CC1)O